C1(CC1)C1=C(C=CC(=C1)C(F)(F)F)C1=CC2=CC=C(C=C2CC1)F (E)-2-(2-cyclopropyl-4-(trifluoromethyl)phenyl)-6-fluoro-3,4-dihydro-naphthalen